chloromethyl-naphthalene ClCC1=CC=CC2=CC=CC=C12